FC1([C@@H]([C@H](CCC1)OC1CCN(CC1)C(C)C)NC(CC=1C(=C(C=CC1)C1=CC(=CC(=C1)F)F)F)=O)F N-[(1R,6S)-2,2-difluoro-6-[(1-isopropylpiperidin-4-yl)oxy]cyclohexyl]-2-{2,3',5'-trifluoro-[1,1'-biphenyl]-3-yl}acetamide